CN1C(C(=C(C2=CC=CC=C12)C)C1=CC=C(C2=CC=CC=C12)CCC(=O)O)=O 3-(4-(1,4-dimethyl-2-oxo-1,2-dihydro-quinolin-3-yl)naphthalen-1-yl)propionic acid